Cl.C(C1=CC=CC=C1)N(C(C)=O)C=1SC2=C(C1C(=O)C(=O)C#N)C=CC(=C2CN(C)C)O N-benzyl-N-{3-(cyanocarbonylcarbonyl)-7-[(dimethylamino)methyl]-6-hydroxy-1-benzothien-2-yl}acetamide hydrochloride